5-(6,7-dichloro-3-(1H-pyrazol-4-yl)-1H-indol-2-yl)-1H-1,2,4-triazole-3-carboxamide ClC1=CC=C2C(=C(NC2=C1Cl)C1=NC(=NN1)C(=O)N)C=1C=NNC1